propyl-1,4,6-trimethyldihydroazulenide C(CC)C1[C-](C2=CC=C(C=C(C2C1)C)C)C